[Mo].[B] Boron-molybdenum